NC1CCC2CN(CC21)C(=O)OC(C)(C)C tert-butyl 4-aminohexahydrocyclopenta[c]pyrrole-2(1H)-carboxylate